ClC1=C(C(=CC=C1C)Cl)NC1=C(C=CC=C1)S(=O)(=O)NCCOCCO 2-(2,6-dichloro-3-methylphenylamino)-N-[2-(2-hydroxyethoxy)ethyl]-benzenesulfonamide